((R)-2-(dimethylamino)-3-((S)-3-phenylbutanamido)propyl)benzamide CN([C@H](CC1=C(C(=O)N)C=CC=C1)CNC(C[C@H](C)C1=CC=CC=C1)=O)C